ClC=1C(=C(N2N=C(N=CC21)N[C@H]2[C@@H](COCC2)O)C2(CCC2)CC)C#N 5-chloro-7-(1-ethylcyclobutyl)-2-(((3S,4R)-3-hydroxytetrahydro-2H-pyran-4-yl)amino)pyrrolo[2,1-f][1,2,4]triazine-6-carbonitrile